N-[1-{5-[2-(aminomethyl)phenyl]-4-chlorothiophen-2-yl}ethyl]-6,7-dimethoxy-2-methylquinazolin-4-amine NCC1=C(C=CC=C1)C1=C(C=C(S1)C(C)NC1=NC(=NC2=CC(=C(C=C12)OC)OC)C)Cl